Dimethyl-dichlorsilan C[Si](Cl)(Cl)C